COC1=C(C=CC(=C1)OC)CNC1=CN=C(N(C1=O)CC(=O)OCC)SC ethyl 2-[5-[(2,4-dimethoxyphenyl)methylamino]-2-methylsulfanyl-6-oxo-pyrimidin-1-yl]acetate